2,4-dihydroxy-6-phenethylbenzoic acid OC1=C(C(=O)O)C(=CC(=C1)O)CCC1=CC=CC=C1